FC([C@H](C(=O)Cl)C)(F)F |r| (±)-3,3,3-trifluoro-2-methylpropanoyl chloride